(1R)-1-(3-chlorophenyl)-2-methanesulfonylethanamine ClC=1C=C(C=CC1)[C@H](CS(=O)(=O)C)N